ethyl 2-((4S)-4-((1-(2-chlorophenyl)-2-(3,3-difluorocyclobutylamino)-2-oxoethyl) (3-fluoro-phenyl)carbamoyl)-2-oxoimidazolidin-1-yl)acetate ClC1=C(C=CC=C1)C(C(=O)NC1CC(C1)(F)F)N(C(=O)[C@H]1NC(N(C1)CC(=O)OCC)=O)C1=CC(=CC=C1)F